4-((3-(5-(cyclopropylmethyl)-1,2,4-oxadiazol-3-yl)-2-methoxyphenyl)amino)-N-(methyl-d3)nicotinamide dibenzyl-(4-hydroxy-3-(hydroxymethyl)-5-methoxyphenyl)phosphonate C(C1=CC=CC=C1)OP(OCC1=CC=CC=C1)(=O)C1=CC(=C(C(=C1)OC)O)CO.C1(CC1)CC1=NC(=NO1)C=1C(=C(C=CC1)NC1=CC=NC=C1C(=O)NC([2H])([2H])[2H])OC